2-(2-(Benzyloxy)-5-fluorophenyl)acetonitrile C(C1=CC=CC=C1)OC1=C(C=C(C=C1)F)CC#N